5-(((1s,4s)-4-((5-methoxypyrimidin-2-yl)amino)cyclohexyl)oxy)-7-morpholino-1,6-naphthyridin-3-amine COC=1C=NC(=NC1)NC1CCC(CC1)OC1=C2C=C(C=NC2=CC(=N1)N1CCOCC1)N